C(C)(=O)N1CCN(CC1)C1=CC=C(C=C1)CC(=O)N 4-(4-acetylpiperazin-1-yl)phenylacetamide